CN1N=CC(=C1)C=1C=NN2C1C=C(C=C2)C2=CNC1=NC(=CC=C12)NC1=CC(=CC=C1)N1CCN(CC1)C 3-(3-(1-Methyl-1H-pyrazol-4-yl)pyrazolo[1,5-a]pyridin-5-yl)-N-(3-(4-methylpiperazin-1-yl)phenyl)-1H-pyrrolo[2,3-b]pyridin-6-amine